(3S,4S)-3-fluoro-4-[[6-[6-(1-methylpyrazol-4-yl)imidazo[1,2-b]pyridazin-3-yl]-2-pyridinyl]amino]pyrrolidine-1-carboxylic acid tert-butyl ester C(C)(C)(C)OC(=O)N1C[C@@H]([C@H](C1)NC1=NC(=CC=C1)C1=CN=C2N1N=C(C=C2)C=2C=NN(C2)C)F